(R)-3-(azetidin-1-yl)-2-methylpropanoic acid N1(CCC1)C[C@H](C(=O)O)C